[C@H]12CNC[C@H](CC1)N2C2=NC(=NC1=C(C(=CC=C21)C2=CC=CC1=CC=CC(=C21)C)F)OC[C@]21CCCN1C[C@@H](C2)F 4-((1R,5S)-3,8-diazabicyclo[3.2.1]octan-8-yl)-8-fluoro-2-(((2R,7aS)-2-fluorotetrahydro-1H-pyrrolizin-7a(5H)-yl)methoxy)-7-(8-methylnaphthalen-1-yl)quinazoline